N-((6-aminopyridin-3-yl)methyl)-5-chloro-3-ethylpyrazolo[1,5-a]pyrimidin-7-amine NC1=CC=C(C=N1)CNC1=CC(=NC=2N1N=CC2CC)Cl